15-cis-bis(ureidophenyl)porphyrin N(C(=O)N)C1=C(C=CC=C1)N1C=2C=CC1=CC=1C=CC(=CC3=CC=C(N3C3=C(C=CC=C3)NC(=O)N)C=C3C=CC(C2)=N3)N1